methyl 5-[1-(trifluoromethyl)vinyl]-1-(2-trimethylsilylethoxymethyl)pyrazolo[3,4-b]pyridine-3-carboxylate FC(C(=C)C=1C=C2C(=NC1)N(N=C2C(=O)OC)COCC[Si](C)(C)C)(F)F